((((dimethylsilanediyl)bis(pyrene-6,1-diyl))bis(4,1-phenylene))bis(oxy))bis(ethane-2,1-diyl)diacrylate C[Si](C1=C2C=CC3=CC=C(C4=CC=C(C=C1)C2=C43)C4=CC=C(C=C4)OCCC=CC(=O)[O-])(C4=C3C=CC2=CC=C(C1=CC=C(C=C4)C3=C12)C1=CC=C(C=C1)OCCC=CC(=O)[O-])C